diisopropyloxybis(ethylacetoacetate) titanium [Ti].C(C)(C)OC(CC(=O)C(OC(C(CC(=O)OC(C)C)=O)CC)CC)=O